Cl[Si]([Si](C)(C)C1C=CC2=CC=CC=C12)(C)C 1-chloro-2-(1H-inden-1-yl)-1,1,2,2-tetramethyldisilane